C(C)N(CCOCC1=CC=C(C=N1)C1=CC=2C3=C(N=NC2C=C1F)N(C(N3C(C)C)=O)C)C 8-(6-((2-(ethyl(methyl)amino)ethoxy)methyl)pyridin-3-yl)-7-fluoro-1-isopropyl-3-methyl-1,3-dihydro-2H-imidazo[4,5-c]cinnolin-2-one